C(C)OC(CCC(=O)C1=NC2=CC(=CC=C2C(=C1OCC1=CC=CC=C1)Br)C1=CC(=CC(=C1)C)C)=O 4-[3-Benzyloxy-4-bromo-7-(3,5-dimethyl-phenyl)-quinolin-2-yl]-4-oxo-butyric acid ethyl ester